N-(2-carboxyethyl)-2-methylpropionamidine hydrate O.C(=O)(O)CCNC(C(C)C)=N